(1s,3s)-3-((4-methoxy-5-(1H-pyrrolo[2,3-c]pyridin-2-yl)pyrrolo[2,1-f][1,2,4]triazin-2-yl)amino)-1-methylcyclobutan-1-ol COC1=NC(=NN2C1=C(C=C2)C2=CC=1C(=CN=CC1)N2)NC2CC(C2)(O)C